3-[(2-fluoro-3-nitrophenyl)methyl]-4-methyl-2-oxochromen-7-yl trifluoromethanesulfonate FC(S(=O)(=O)OC1=CC=C2C(=C(C(OC2=C1)=O)CC1=C(C(=CC=C1)[N+](=O)[O-])F)C)(F)F